tert-butyl 3-((4-((4-(4,4-difluoropiperidin-1-yl)pyrimidin-2-yl)carbamoyl)-3-(6-azaspiro[2.5]octan-6-yl)phenyl)thio)azetidine-1-carboxylate FC1(CCN(CC1)C1=NC(=NC=C1)NC(=O)C1=C(C=C(C=C1)SC1CN(C1)C(=O)OC(C)(C)C)N1CCC2(CC2)CC1)F